C(#N)C=1C(NC2=CC=C(C=C2C1N1CCC2(CC2)CC1)C(=O)NC)=O 3-cyano-N-methyl-2-oxo-4-(6-azaspiro[2.5]octane-6-yl)-1,2-dihydroquinoline-6-carboxamide